hydroxymethylpropane tetraacrylate C(C=C)(=O)O.C(C=C)(=O)O.C(C=C)(=O)O.C(C=C)(=O)O.OCCCC